ClC1=C(C(=CC=C1)Cl)N1N=C(C(=C1)NC1=NC=C(C=C1)C(=O)N1CCN(CCC1)C)C(=O)N 1-(2,6-dichlorophenyl)-4-((5-(4-methyl-1,4-diazepane-1-carbonyl)pyridin-2-yl)amino)-1H-pyrazole-3-carboxamide